chlorotrimethylcarbonyl-(2,2'-bipyridine) rhenium (I) [Re+].ClCC(=O)C=1C(=NC=C(C1C(=O)C)C(=O)C)C1=NC=CC=C1